Isopropyl ((4-methoxyphenoxy)(4-nitrophenoxy)phosphoryl)-L-alaninate COC1=CC=C(OP(=O)(OC2=CC=C(C=C2)[N+](=O)[O-])N[C@@H](C)C(=O)OC(C)C)C=C1